ClC1=CC=C(C=C1)C1=NN2C(=NC=3C(=CC=CC3C2=N1)C(F)(F)F)NC=1C(N=CC=NC1)=O (6R)-6-{[2-(4-chlorophenyl)-7-(trifluoromethyl)[1,2,4]triazolo[1,5-c]quinazolin-5-yl]amino}-1,4-diazepin-5-one